Cl.NC/C(/CN1N=CN(C1=O)CC1=CC=C(S1)C(C(=O)N)C1=NC=CC=C1)=C/F [5-(1-[(2Z)-2-(aminomethyl)-3-fluoroprop-2-en-1-yl]-5-oxo-1,5-dihydro-4H-1,2,4-triazol-4-ylmethyl)thiophen-2-yl]pyridin-2-yl-acetamide hydrochloride